Hexanoic acid (2-methoxy-6-methyl-4-morpholin-4-yl-phenyl)-amide COC1=C(C(=CC(=C1)N1CCOCC1)C)NC(CCCCC)=O